(E)-N-(5-(4-(4-((dimethylamino)methyl)-3-phenyl-1H-pyrazol-1-yl)pyrimidin-2-ylamino)-4-methoxy-2-morpholinophenyl)pent-2-enamide CN(C)CC=1C(=NN(C1)C1=NC(=NC=C1)NC=1C(=CC(=C(C1)NC(\C=C\CC)=O)N1CCOCC1)OC)C1=CC=CC=C1